spiro[fluorene-9,4'-imidazoline] N1C=NC2(C1)C1=CC=CC=C1C=1C=CC=CC12